anetholsulfonic acid C=1(C(=CC(C=CC)=CC1)S(=O)(=O)O)OC